(R)-8-(furan-2-ylsulfonyl)-3-(2-(4-(p-tolyl)piperazin-1-yl)ethyl)-2-oxa-8-azaspiro[4.5]decan-1-one O1C(=CC=C1)S(=O)(=O)N1CCC2(C[C@@H](OC2=O)CCN2CCN(CC2)C2=CC=C(C=C2)C)CC1